F[C@@H]1[C@@H](C1)C(=O)NC=1C=C2C(=CN1)N(C(=C2)C2=CC=C1C=NN(C1=C2OC)COCC[Si](C)(C)C)C (1S,2S)-2-fluoro-N-(2-(7-methoxy-1-((2-(trimethylsilyl)ethoxy)methyl)-1H-indazol-6-yl)-1-methyl-1H-pyrrolo[2,3-c]pyridin-5-yl)cyclopropane-1-carboxamide